[2-(pyridin-4-yl)pyrido[3,4-d]Pyrimidin-4-yl]Aminopropane-1,3-diol N1=CC=C(C=C1)C=1N=C(C2=C(N1)C=NC=C2)NC(CCO)O